(E)-4,4,5,5-tetramethyl-2-(4-(3,4,5-tris((6-chlorohexyl)oxy)styryl)phenyl)-1,3,2-dioxaborolane CC1(OB(OC1(C)C)C1=CC=C(C=C1)\C=C\C1=CC(=C(C(=C1)OCCCCCCCl)OCCCCCCCl)OCCCCCCCl)C